ClC=1C(=C(C=CC1)N1CCN(CC1)C(CN1N=C(C=2CC(CCC12)F)C(=O)N1C[C@H]([C@H](CC1)O)F)=O)C 1-(4-(3-chloro-2-methylphenyl)piperazin-1-yl)-2-(5-fluoro-3-((3R,4S)-3-fluoro-4-hydroxypiperidine-1-carbonyl)-4,5,6,7-tetrahydro-1H-indazol-1-yl)ethan-1-one